CC(CC)(CC)N1N=CC(=C1)C1=CC(=NC=C1)N 4-(1-(3-Methylpentan-3-yl)-1H-pyrazol-4-yl)pyridin-2-amine